C(C)(=O)C1=NC=CC(=C1)CN1C[C@@H](CCC1)NC(OC(C)(C)C)=O tert-butyl N-[(3R)-1-[(2-acetylpyridin-4-yl)methyl]piperidin-3-yl]carbamate